CC[C@H](C)C(=O)C1=C2C(=C3C(=C1O)C(=CC(=O)O3)[C@@H](CC)OC(=O)C)CC(O2)C(C)(C)O The molecule is an acetate ester, a furanocoumarin, a member of phenols and a tertiary alcohol. It has a role as a metabolite and an antineoplastic agent.